N-(5-fluoroquinolin-6-yl)-7-(1-methyl-1H-pyrazol-4-yl)-5-((1-methylpiperidin-4-yl)oxy)quinazolin-4-amine FC1=C2C=CC=NC2=CC=C1NC1=NC=NC2=CC(=CC(=C12)OC1CCN(CC1)C)C=1C=NN(C1)C